(S)-1-methyl-2-((3-(1-(4-nitrophenyl)-2-oxo-1,2-dihydro-3H-imidazo[4,5-b]pyridin-3-yl)pyrrolidin-1-yl)methyl)-1H-imidazole-5-carboxylic acid tert-butyl ester C(C)(C)(C)OC(=O)C1=CN=C(N1C)CN1C[C@H](CC1)N1C(N(C=2C1=NC=CC2)C2=CC=C(C=C2)[N+](=O)[O-])=O